N-(2-bromo-4-nitrophenyl)-5-(trifluoromethyl)pyridin-2-amine BrC1=C(C=CC(=C1)[N+](=O)[O-])NC1=NC=C(C=C1)C(F)(F)F